diiodine (p-cymene) ruthenium [Ru].C1(=CC=C(C=C1)C)C(C)C.[I].[I]